C1=CC=C(C=C1)N=NC2=C(C3=C(C=C(C=C3C=C2S(=O)(=O)[O-])S(=O)(=O)[O-])O)O.[Na+].[Na+] The molecule is an organic sodium salt that is the disodium salt of 4,5-dihydroxy-3-(phenyldiazenyl)naphthalene-2,7-disulfonic acid. It is used as the plasma stain in trichrome techniques. It has a role as a histological dye. It contains a 4,5-dihydroxy-3-(phenyldiazenyl)naphthalene-2,7-disulfonate.